C1(CC1)C=1C=NN2C1N=C(C=C2NCC2=CC=C(C=C2)C2=NC=CC=C2)C=2C(=NNC2)C 3-cyclopropyl-5-(3-methyl-1H-pyrazol-4-yl)-N-(4-(pyridin-2-yl)benzyl)pyrazolo[1,5-a]pyrimidin-7-amine